7-(2-(((2S,4R)-1-((S)-2-(1-fluorocyclopropanecarboxamido)-3,3-dimethylbutanoyl)-4-hydroxypyrrolidine-2-carboxamido)methyl)-5-(4-methylthiazol-5-yl)phenoxy)heptanoic acid FC1(CC1)C(=O)N[C@H](C(=O)N1[C@@H](C[C@H](C1)O)C(=O)NCC1=C(OCCCCCCC(=O)O)C=C(C=C1)C1=C(N=CS1)C)C(C)(C)C